CN1CC2=CC(=CC=C2C(C1)(C)C)N 2,4,4-trimethyl-1,2,3,4-tetrahydroisoquinolin-7-amine